1-[2-Chloro-5-(piperazine-1-carbonyl)phenyl]-1,3-diazinane-2,4-dione trifluoroacetate FC(C(=O)O)(F)F.ClC1=C(C=C(C=C1)C(=O)N1CCNCC1)N1C(NC(CC1)=O)=O